N1(CCOCC1)O N-morpholinol